NC1CCN(CC1)C1=C(C(=NC=C1C1=CC(=CC(=C1)C)F)N)C1=NC2=C(N1)C(=CC=C2)C=NO 4-(4-aminopiperidin-1-yl)-5-(3-fluoro-5-methylphenyl)-3-{7-[(hydroxyimino)methyl]-1H-1,3-benzodiazol-2-yl}pyridin-2-amine